tert-butyl N-(6,7-dihydro-5H-thieno[3,2-b]pyran-6-yl)-N-[(2,4-dimethoxyphenyl)methyl]carbamate S1C=CC=2OCC(CC21)N(C(OC(C)(C)C)=O)CC2=C(C=C(C=C2)OC)OC